3-(aminomethyl)-N,N-dimethyl-[2,3'-bipyridin]-6'-amine NCC=1C(=NC=CC1)C=1C=NC(=CC1)N(C)C